acryloylpyrrolidin-2-one C(C=C)(=O)N1C(CCC1)=O